racemic-(6R,7S)-4-bromo-6-fluoro-1-(trifluoromethyl)-6,7-dihydro-5H-cyclopenta[c]pyridin-7-ol BrC=1C2=C(C(=NC1)C(F)(F)F)[C@@H]([C@@H](C2)F)O |r|